[Br-].CC1=C(C(=CC=C1)C)C1C2=CC=CC=C2N(C=2C=CC=C(C12)OC)C1=CC=CC=C1 9-(2,6-dimethylphenyl)-1-methoxy-10-phenylacridine bromide